N,N-diethyl-N-methyl-N-(2-methoxyethyl)ammonium 3-(2-methoxyethoxy)propanoate COCCOCCC(=O)[O-].C(C)[N+](CCOC)(C)CC